N-((1r,4r)-4-(3-chloro-4-cyanophenoxy)cyclohexyl)-6-(4-(4-((2,6-dioxopiperidin-3-yl)amino)benzyl)piperazin-1-yl)pyridazine-3-carboxamide ClC=1C=C(OC2CCC(CC2)NC(=O)C=2N=NC(=CC2)N2CCN(CC2)CC2=CC=C(C=C2)NC2C(NC(CC2)=O)=O)C=CC1C#N